O1[C@@H](CC1)CN1C=NC2=C1C=CC=C2 1-[[(2S)-oxetan-2-yl]methyl]benzimidazole